ethyl 5-ethoxy-2-(prop-1-yn-1-yl)isonicotinate C(C)OC1=CN=C(C=C1C(=O)OCC)C#CC